N-((R)-1-(3-(difluoromethyl)-2-fluorophenyl)ethyl)-2-methyl-7-(methylthio)-6-(((S)-tetrahydrofuran-3-yl)oxy)pyrido[2,3-d]pyrimidin-4-amine FC(C=1C(=C(C=CC1)[C@@H](C)NC=1C2=C(N=C(N1)C)N=C(C(=C2)O[C@@H]2COCC2)SC)F)F